ClC1=NC=C(C(=C1)N1C[C@H](CCC1)CF)I 2-chloro-5-iodo-4-[(3S)-3-(fluoromethyl)-1-piperidyl]pyridine